1,2,4-Triazolo[1,5-a]pyrimidin-7-amine hydrochloride Cl.N1=CN=C2N1C(=CC=N2)N